7-[3-(hydroxyamino)azetidin-1-yl]-5-methyl-4-oxo-1-(1,3-thiazol-2-yl)-1,4-dihydro-1,8-naphthyridine-3-carboxylic acid ONC1CN(C1)C1=CC(=C2C(C(=CN(C2=N1)C=1SC=CN1)C(=O)O)=O)C